OC=1C(=CC(=C(OCC(=O)O)C1)[N+](=O)[O-])[N+](=O)[O-] 5-hydroxy-2,4-dinitro-phenoxyacetic acid